OC1(CCC(CC1)N1CCC2N(CCC21)C(=O)OC(C)(C)C)C2=NC=C(C=C2)C2=NC=CC=N2 tert-butyl 4-{4-hydroxy-4-[5-(pyrimidin-2-yl)pyridin-2-yl]cyclohexyl}-octahydropyrrolo[3,2-b]pyrrole-1-carboxylate